C(C)(C)N1C(N(C(C(=C1)C(=O)N)=O)C1=CC=CC=C1)=O 1-isopropyl-2,4-dioxo-3-phenyl-1,2,3,4-tetrahydropyrimidine-5-carboxamide